7-bromo-4-chloroisoquinoline-1-ol BrC1=CC=C2C(=CN=C(C2=C1)O)Cl